CC(C)C=1C=C(C(=O)N)C=CC1 3-(2-propanyl)benzamide